(S)-1-(pyridin-4-yl)pyrrolidin-3-ol N1=CC=C(C=C1)N1C[C@H](CC1)O